FC1=C(C=C(C=C1)[C@@H]1NOCC1)OC1=CC(=CC=C1)C(F)(F)F (R)-3-(4-fluoro-3-(3-(trifluoromethyl)phenoxy)phenyl)isoxazolidine